C(CCCCCCCC)C1=CC=C(C=C1)OC(CCC(=O)O)=O succinic acid mono-p-nonylphenyl ester